(4-chloro-3-(((4-methoxybenzyl)oxy)methyl)phenyl)(1,4-dimethyl-1H-benzo[d][1,2,3]triazol-5-yl)methanol ClC1=C(C=C(C=C1)C(O)C1=C(C2=C(N(N=N2)C)C=C1)C)COCC1=CC=C(C=C1)OC